N1=C(N=CC=C1)C1=NNC=C1 pyrimidyl-pyrazole